C(C)(C)(C)[SiH2]C1=CC=CC=C1 Tert-butyl-(phenyl)silane